carbon silver-zinc [Zn].[Ag].[C]